C(CCCCCCCCCCCCC)(=O)O[C@@H]1[C@H](C(O)O[C@@H]([C@H]1O)CO)NC(C)=O 3-O-myristoyl-N-acetylglucosamine